N[Si](O)(O)O Aminosilantriol